N-(4-(6-(2,6-difluorophenoxy)hexyl)phenyl)piperazine-1-carboxamide hydrochloride Cl.FC1=C(OCCCCCCC2=CC=C(C=C2)NC(=O)N2CCNCC2)C(=CC=C1)F